FC1(CCN(CC1)C(=O)C1=C(C=C(C=C1)C1=NNC(=C1)C(F)(F)F)C1=NN(C=C1)C(C)C)F (4,4-difluoro-1-piperidyl)-[2-(1-isopropylpyrazol-3-yl)-4-[5-(trifluoromethyl)-1H-pyrazol-3-yl]phenyl]methanone